(S)-N-(3-fluoro-4-((3-((1-hydroxypropan-2-yl)amino)-1H-pyrazolo[3,4-b]pyridin-4-yl)oxy)phenyl)-1-(4-fluorophenyl)-5-methyl-2-oxo-1,2-dihydropyridine-3-carboxamide FC=1C=C(C=CC1OC1=C2C(=NC=C1)NN=C2N[C@H](CO)C)NC(=O)C=2C(N(C=C(C2)C)C2=CC=C(C=C2)F)=O